NC=1C(=NN(C1N)C(C)C(C)O)C 4,5-diamino-1-hydroxyethyl-3-methylethyl-pyrazole